COC1=CC=C(C=C1)C(CCCCS(=O)(=O)[O-])=O.[Na+] sodium 5-(4-methoxyphenyl)-5-oxopentane-1-sulfonate